4-(2-(3-methylbenzylidene)hydrazinyl)-1-(pyridin-3-yl)-1H-pyrazolo[3,4-d]pyrimidine CC=1C=C(C=NNC2=C3C(=NC=N2)N(N=C3)C=3C=NC=CC3)C=CC1